β-methacrylamidoethylmethacrylate C(C(=C)C)(=O)NCCOC(C(=C)C)=O